The molecule is an amino trisaccharide consisting of beta-D-galactopyranose, 2-acetamido-2-deoxy-beta-D-glucopyranose and D-galactopyranose residues joined in sequence by (1->3) glycosidic bonds. It is an oligosaccharide, an amino trisaccharide and a member of acetamides. It derives from a beta-D-GlcpNAc-(1->3)-D-Galp and a beta-D-Galp-(1->3)-beta-D-GlcpNAc. CC(=O)N[C@@H]1[C@H]([C@@H]([C@H](O[C@H]1O[C@H]2[C@H]([C@H](OC([C@@H]2O)O)CO)O)CO)O)O[C@H]3[C@@H]([C@H]([C@H]([C@H](O3)CO)O)O)O